[Si](C1=CC=CC=C1)(C1=CC=CC=C1)(C(C)(C)C)O[C@H]1CC(N(C1)C(=O)OC(C)(C)C)(C(=O)OC)CCCCl (4S)-1-tert-butyl 2-methyl 4-((tert-butyldiphenylsilyl)oxy)-2-(3-chloropropyl)pyrrolidine-1,2-dicarboxylate